3-Methyl-5-(N-(3-fluorobenzyl)-N-phenethylsulfamoyl)benzofuran-2-carboxylic acid CC1=C(OC2=C1C=C(C=C2)S(N(CCC2=CC=CC=C2)CC2=CC(=CC=C2)F)(=O)=O)C(=O)O